NC1=C(OCC2=CC=C(C(=O)NCCNC)C=C2)C(=CC(=C1)Cl)Cl 4-((2-Amino-4,6-dichlorophenoxy)methyl)-N-(2-(methylamino)ethyl)benzamide